NC=1C=CC(=C(C1)C=1C=C(C(N(C1)C)=O)N(C(OC(C)(C)C)=O)C)OC1=C(C=C(C=C1)F)F tert-butyl (5-(5-amino-2-(2,4-difluorophenoxy) phenyl)-1-methyl-2-oxo-1,2-dihydropyridin-3-yl)(methyl)carbamate